BrC=1C=NN(C1)C1=CC=C(C=C1)C 4-bromo-1-(p-tolyl)-1H-pyrazole